methyl 4-[4-[[1-[(4-fluorophenyl)carbamoyl] cyclopropanecarbonyl] amino]phenoxy]-6-methoxyquinoline-7-carboxylate FC1=CC=C(C=C1)NC(=O)C1(CC1)C(=O)NC1=CC=C(OC2=CC=NC3=CC(=C(C=C23)OC)C(=O)OC)C=C1